COCC(C)OC1=CC=C2C(=CC(OC2=C1)=O)C1=C(C=CC=C1)C 7-((1-methoxypropan-2-yl)oxy)-4-(o-tolyl)-2H-chromen-2-one